FC1=C(C=CC(=C1)I)C(CC)CC 3-(2-fluoro-4-iodophenyl)pentane